C(C)(=O)N1C[C@@H]([C@H](C1)C1=CC(=CC=C1)C=1C2=C(N=C(N1)N1[C@H](CC1)C)CCC2)C(=O)O |o1:5,6| (3R*,4S*)-1-acetyl-4-(3-(2-((S)-2-methylazetidin-1-yl)-6,7-dihydro-5H-cyclopenta[d]pyrimidin-4-yl)phenyl)pyrrolidine-3-carboxylic acid